N[C@H](C=1OC2=C(N1)C=C(C=C2F)[C@@H](COC)N2C(N[C@@H](C2)C(F)(F)F)=O)C2CCC(CC2)(F)F (S)-1-((S)-1-(2-((S)-Amino(4,4-difluorocyclohexyl)methyl)-7-fluorobenzo[d]oxazol-5-yl)-2-methoxyethyl)-4-(trifluoromethyl)imidazolidin-2-one